ClC=1C=C(C=CC1Cl)N1C([C@@H]2N(CCNC2)CC1)=O (R)-8-(3,4-Dichlorophenyl)-9-oxooctahydro-2H-pyrazino[1,2-a]pyrazin